C(C)OC=1C=C2CN(C(C2=C(C1)F)=O)C1C(NC(CC1)=O)=O 3-(5-ethoxy-7-fluoro-1-oxoisoindolin-2-yl)piperidine-2,6-dione